3-pyridine-sulfonyl chloride N1=CC(=CC=C1)S(=O)(=O)Cl